[N+](=O)([O-])C1=CC=2C(C3=CC=CC=C3NC2C=C1)=O 2-nitroacridin-9(10H)-one